4-Amino-2-(trifluoromethyl)benzonitrile NC1=CC(=C(C#N)C=C1)C(F)(F)F